4-methylbenzene-1-sulfonic acid 1-(Oxacyclohexan-2-yl)-3-(1,2,3,4-tetrahydro-1,5-naphthyridin-1-yl)-1H-pyrazolo[3,4-b]pyrazin-6-yl ester O1C(CCCC1)N1N=C(C=2C1=NC(=CN2)OS(=O)(=O)C2=CC=C(C=C2)C)N2CCCC1=NC=CC=C21